OC1=CC=C(C=C1)S(=O)(=O)O Para-hydroxybenzenesulfonic acid